1-[(2,4-difluorophenyl)methyl]-3-{[4-(2-hydroxy-2,3-dimethylbutoxy)phenyl]methyl}-1-(piperidin-4-yl)urea FC1=C(C=CC(=C1)F)CN(C(=O)NCC1=CC=C(C=C1)OCC(C(C)C)(C)O)C1CCNCC1